3-(5-(4-(3-azidopropyl)piperazin-1-yl)-1-oxoisoindolin-2-yl)piperidine-2,6-dione N(=[N+]=[N-])CCCN1CCN(CC1)C=1C=C2CN(C(C2=CC1)=O)C1C(NC(CC1)=O)=O